1-methyl-5-(prop-2-ynyl)indole tert-Butyl-((3S,4R)-1-iodo-2-oxo-4-(((R)-1,1,1-trifluoropropan-2-yl)oxy)pentan-3-yl)carbamate C(C)(C)(C)N(C(O)=O)[C@H](C(CI)=O)[C@@H](C)O[C@@H](C(F)(F)F)C.CN1C=CC2=CC(=CC=C12)CC#C